(2R,6S)-4-(3-ethynylphenyl)-2,6-dimethylpiperazine-1-carboxylic acid tert-butyl ester C(C)(C)(C)OC(=O)N1[C@@H](CN(C[C@@H]1C)C1=CC(=CC=C1)C#C)C